(1R,2R,3S,4R,5S)-N-(4,5-dichloropyridin-2-yl)-5-hydroxy-3-(2-methylpyridin-4-Yl)-7-oxabicyclo[2.2.1]Heptane-2-carboxamide ClC1=CC(=NC=C1Cl)NC(=O)[C@H]1[C@H]2C[C@@H]([C@@H]([C@@H]1C1=CC(=NC=C1)C)O2)O